FC1(C2CN(CC12)C1=CC(=C(C=O)C=C1)F)F 4-{6,6-difluoro-3-azabicyclo[3.1.0]hex-3-yl}-2-fluorobenzaldehyde